(3S)-3-{[1-(1,3-thiazol-2-yl)-5-[2-(trifluoromethyl)phenyl]-1H-pyrazol-3-yl]formamido}-5-[3-(trifluoromethyl)azetidin-1-yl]pentanoic acid S1C(=NC=C1)N1N=C(C=C1C1=C(C=CC=C1)C(F)(F)F)C(=O)N[C@H](CC(=O)O)CCN1CC(C1)C(F)(F)F